(R)-3-(5-(3-((tert-butoxycarbonyl)(cyclopropylmethyl)amino)piperidin-1-yl)pyridin-2-yl)oxetan-3-yl methanesulfonate CS(=O)(=O)OC1(COC1)C1=NC=C(C=C1)N1C[C@@H](CCC1)N(CC1CC1)C(=O)OC(C)(C)C